C1CC12CN(CC2)[C@@H](C)C2=CC(=C1CN(C(C1=C2)=O)C2=CC(=CC=C2)C2(COC2)[C@H](C2=NN=CN2C)F)C(F)(F)F 6-[(1S)-1-{5-azaspiro[2.4]heptan-5-yl}ethyl]-2-(3-{3-[(R)-fluoro(4-methyl-1,2,4-triazol-3-yl)methyl]oxetan-3-yl}phenyl)-4-(trifluoromethyl)-3H-isoindol-1-one